(R)-3-(6-bromo-1-oxoisoindolin-2-yl)piperidine-2,6-dione BrC1=CC=C2CN(C(C2=C1)=O)[C@H]1C(NC(CC1)=O)=O